4-(4-aminoisoindoline-2-carbonyl)-5-(benzyloxy)-6-methyl-1,3-phenylenebis(4-methylbenzenesulfonate) NC1=C2CN(CC2=CC=C1)C(=O)C1=C(C=C(C(=C1OCC1=CC=CC=C1)C)C1=C(C=CC(=C1)C)S(=O)(=O)[O-])C1=C(C=CC(=C1)C)S(=O)(=O)[O-]